6-(6-((1S,6R,7R)-7-(aminomethyl)-7-(3,5-difluorophenyl)-3-azabicyclo[4.1.0]heptan-3-yl)-1H-pyrazolo[3,4-b]pyrazin-3-yl)-5-fluoroisoquinolin-1(2H)-one NC[C@@]1([C@@H]2CCN(C[C@H]12)C1=CN=C2C(=N1)NN=C2C=2C(=C1C=CNC(C1=CC2)=O)F)C2=CC(=CC(=C2)F)F